cyano-3-aminocinnamic acid C(#N)C(C(=O)O)=CC1=CC(=CC=C1)N